C(C)(C)(C)OC(=O)N1CC(C1)N1N=C(C(=C1)NC(=O)C1(SC=CN1)C=1C=NNC1)C1=NC=CC=C1 tert-Butyl-3-[4-{2-(1H-pyrazole-4-yl)thiazole-2-carboxamido}-3-(pyridine-2-yl)-1H-pyrazol-1-yl]azetidine-1-carboxylate